3-Chloro-5-(2,6-dichloro-4-nitrophenoxy)pyridin-2(1H)-one ClC=1C(NC=C(C1)OC1=C(C=C(C=C1Cl)[N+](=O)[O-])Cl)=O